C(CCCCCCCCCCCCCCC)[N+](C)(C)C N-cetyl-trimethyl-ammonium